FC=1C(=NC(=NC1)C1=NN(C(=C1)C1=NOC=C1)CC1=C(C=CC=C1)F)N1CC2=C(C=CC=C2CC1)C(=O)OC methyl 2-(5-fluoro-2-(1-(2-fluorobenzyl)-5-(isoxazol-3-yl)-1H-pyrazol-3-yl) pyrimidin-4-yl)-1,2,3,4-tetrahydroisoquinoline-8-carboxylate